ClC=1C=C(C=CC1)S(=O)(=O)C(CO)(C)C 2-((3-chlorophenyl)sulfonyl)-2-methylpropan-1-ol